CC1=NN(C=C1C1=NC2=CC(=CC=C2N=C1)N1CCOCC1)[C@@H]1C[C@H](C1)/C=C/C#N (E)-3-(trans-3-(3-methyl-4-(7-morpholinoquinoxalin-2-yl)-1H-pyrazol-1-yl)cyclobutyl)acrylonitrile